Methyl (S)-3-(3,5-dichlorophenyl)-3-((4-(trifluoromethoxy)phenyl)sulfonamido)propanoate ClC=1C=C(C=C(C1)Cl)[C@H](CC(=O)OC)NS(=O)(=O)C1=CC=C(C=C1)OC(F)(F)F